(4S)-3-((4-nitro-phenyl)sulfonyl)-4-propyldihydro-furan-2(3H)-one [N+](=O)([O-])C1=CC=C(C=C1)S(=O)(=O)C1C(OC[C@@H]1CCC)=O